C(CCCCCCC)C(=C(C(=O)[O-])C)CCCCCCCCCC octyldecylmethacrylate